FC1([C@@H](C2(CCCC2)C[C@H](C1)C1=CC(=C(C=C1)F)C)O)F (6R,9R)-7,7-difluoro-9-(4-fluoro-3-methylphenyl)spiro[4.5]decan-6-ol